C(CNCCNCCCCCNCCNCC)(=O)O 3,6,12,15-tetraazaheptadecanoic acid